N-(1-cyanopyrrolidin-3-yl)-6-(4-(pyridin-4-yl)piperidin-1-yl)nicotinamide C(#N)N1CC(CC1)NC(C1=CN=C(C=C1)N1CCC(CC1)C1=CC=NC=C1)=O